2,4-dimethyl-thiosemicarbazide CN(N)C(=S)NC